8-chloro-1-(2,6-dichloro-4-(2-hydroxy-2-methylpropyloxy)phenyl)-2-methyl-5-(3-(methylsulfonyl)propyl)-1,6-naphthyridin-4(1H)-one ClC=1C=NC(=C2C(C=C(N(C12)C1=C(C=C(C=C1Cl)OCC(C)(C)O)Cl)C)=O)CCCS(=O)(=O)C